C12CCNCCC2C1C(=O)O 4-azabicyclo[5.1.0]octane-8-carboxylic acid